FC1=C(CC=2C=C3C(=NNC3=CC2)C#CC2=NC=CC=C2)C=CC=C1F 5-(2,3-difluorobenzyl)-3-(pyridin-2-ylethynyl)-1H-indazole